6-Nitrobenzo[b]thiophene 1,1-dioxide [N+](=O)([O-])C=1C=CC2=C(S(C=C2)(=O)=O)C1